2-phenyl-4-[2-hydroxy-4-(3-sec-butoxy-2-hydroxypropoxy)phenyl]-6-[2-hydroxy-4-(3-sec-pentyloxy-2-hydroxypropoxy)phenyl]-s-triazine C1(=CC=CC=C1)C1=NC(=NC(=N1)C1=C(C=C(C=C1)OCC(COC(C)CC)O)O)C1=C(C=C(C=C1)OCC(COC(C)CCC)O)O